Cl.ClC1=CC(=C(OCC[C@@H](N)B2OC(C(O2)(C)C)(C)C)C=C1)C (S)-3-(4-chloro-2-methylphenoxy)-1-(4,4,5,5-tetramethyl-1,3,2-dioxaborolan-2-yl)propan-1-amine hydrochloride